(S)-2-Methyl-N-(1-(7-(1-methyl-1H-pyrazol-4-yl)quinolin-5-yl)cyclopropyl)-5-((1-methylazetidin-2-yl)methoxy)benzamide CC1=C(C(=O)NC2(CC2)C2=C3C=CC=NC3=CC(=C2)C=2C=NN(C2)C)C=C(C=C1)OC[C@H]1N(CC1)C